methyl 1-((2-(3-fluoro-5-methoxyphenyl) pyrimidin-5-yl) methyl)-5-hydroxy-1H-indazole-7-carboxylate FC=1C=C(C=C(C1)OC)C1=NC=C(C=N1)CN1N=CC2=CC(=CC(=C12)C(=O)OC)O